FC(C=1C=C(C=CC1)C1=CC(=CS1)C(=O)NC1=NC(=NS1)CC(C)=O)(F)F 5-(3-(trifluoromethyl)phenyl)-N-(3-(2-oxopropyl)-1,2,4-thiadiazol-5-yl)thiophene-3-Formamide